C(C)(=O)[O-].[NH4+].C(C)(C)(C)C1N(CCC(C1)C=1C=CC=C2C=C(N(C12)CC1CC1)\C=C(/C)\[N+](=O)[O-])C(=O)OC=1[C-]=NC=CC1C1CC1.[NH4+] cyclopropyl-pyridineIDOl tert-Butyl-(E)-4-(1-(cyclopropylmethyl)-2-(2-nitroprop-1-en-1-yl)-1H-indol-7-yl)piperidine-1-carboxylate Ammonium acetate